CNC=[NH2+] N-methyl-formamidinium